NC1=C2C(=NC=N1)N(N=C2C2=CC=C(C=C2)OC2=CC=CC=C2)C2CCN(CC2)CCN2CCC(CC2)CN2CCN(CC2)C=2C=C1CN(C(C1=CC2)=O)C2C(NC(CC2)=O)=O 3-(5-(4-((1-(2-(4-(4-amino-3-(4-phenoxyphenyl)-1H-pyrazolo[3,4-d]pyrimidin-1-yl)piperidin-1-yl)ethyl)piperidin-4-yl)methyl)piperazin-1-yl)-1-oxoisoindolin-2-yl)piperidine-2,6-dione